N-(5-(6-(5-(tert-butyl)pyrimidin-2-yl)-1-oxo-3,4-dihydroisoquinolin-2(1H)-yl)-2-((2-methoxyethoxy)methoxy)phenyl)methanesulfonamide C(C)(C)(C)C=1C=NC(=NC1)C=1C=C2CCN(C(C2=CC1)=O)C=1C=CC(=C(C1)NS(=O)(=O)C)OCOCCOC